C(C)(C)(C)OC(=O)NCC1=CC=C(C=C1)CNC(COCCOCCOCC(=O)O)=O 1-(4-{[(tert-butoxycarbonyl)amino]methyl}phenyl)-3-oxo-5,8,11-trioxa-2-azatridecan-13-oic acid